ClC(COC1=CC=C(C=C1)C(C=CC1=CC=C(OCCC(=O)O)C=C1)=O)=C 3-[4-[3-[4-(2-Chloroprop-2-enoxy)phenyl]-3-oxoprop-1-enyl]phenoxy]propanoic acid